4,5-dimethyl-2-(methyl-d3)-4,5-dihydro-2H-pyrazolo[4,3-c][1,7]naphthyridin CC1N(C=2C=NC=CC2C=2C1=CN(N2)C([2H])([2H])[2H])C